CC(C(CCO)C)O 1,2-dimethyl-1,4-butanediol